NC1CC(N(CC1)C(=O)O)C 4-amino-1-carboxy-methylpiperidine